FC(C1=CC=C(OCCC=2C=C3C(=CNC3=CC2)NC(=O)C=2SC=CN2)C=C1)(F)F N-(5-(2-(4-(trifluoromethyl)phenoxy)ethyl)-1H-indol-3-yl)thiazole-2-carboxamide